p-anisidine-2-sulfonic Acid COC1=CC(=C(C=C1)N)S(=O)(=O)O